C(C)(=O)N1CC2(CN(C2)C(=O)OC(C)(C)C)[C@@H](C1)C(=O)O (S)-6-acetyl-2-(tert-butoxycarbonyl)-2,6-diazaspiro[3.4]octane-8-carboxylic acid